3-(3-((1-((2-fluorophenyl)sulfonyl)-1H-benzimidazol-2-yl)thio)propoxy)-5,7-dimethoxy-2-(3,4,5-trimethoxyphenyl)-4H-chromen-4-one FC1=C(C=CC=C1)S(=O)(=O)N1C(=NC2=C1C=CC=C2)SCCCOC2=C(OC1=CC(=CC(=C1C2=O)OC)OC)C2=CC(=C(C(=C2)OC)OC)OC